ethyl 2-[2,2-dimethyltetrahydropyran-4-yl]-6H-thieno[2,3-b]pyrrole-5-carboxylate CC1(OCCC(C1)C1=CC2=C(NC(=C2)C(=O)OCC)S1)C